(Z)-2-isopropoxy-5-(3-(1-(methoxyimino)-2,3-dihydro-1H-inden-4-yl)-1,2,4-oxadiazol-5-yl)benzonitrile C(C)(C)OC1=C(C#N)C=C(C=C1)C1=NC(=NO1)C1=C2CC/C(/C2=CC=C1)=N/OC